FC=1C=C(OCC2=NC(=NO2)C2=CN=C3N2N=C(C=C3)NC=3C=C2C=NNC2=CC3)C=C(C1)F 3-{5-[(3,5-difluorophenoxy)methyl]-1,2,4-oxadiazol-3-yl}-N-(1H-indazol-5-yl)imidazo[1,2-b]pyridazin-6-amine